BrC1=CC=CC=2C(=COC21)CO 7-bromobenzofuran-3-methanol